ClC=1C=C(C=2C=NN(C2C1)C1CCC1)NCC1=CC=C(C=C1)F 6-chloro-1-cyclobutyl-N-(4-fluorobenzyl)-1H-indazol-4-amine